3-fluoro-6-(2-thienyl)chromone FC1=COC2=CC=C(C=C2C1=O)C=1SC=CC1